2-Benzyl-5-(2-((4-(6-(3-hydroxylphenyl)imidazo[2,1-b]oxazol-5-yl)pyrimidin-2-yl)amino)ethyl)-1,2,5-thiadiazolidin-1,1-dioxid C(C1=CC=CC=C1)N1S(N(CC1)CCNC1=NC=CC(=N1)C1=C(N=C2OC=CN21)C2=CC(=CC=C2)O)(=O)=O